FC1(CC(CC2(CC2)C1)C(=O)OC(C)(C)C)F tert-Butyl 7,7-difluorospiro[2.5]octane-5-carboxylate